ClC1=CC=C(C(=O)NC(C(=O)O)CC2=CC(NC3=CC=CC=C23)=O)C=C1 2-[(4-chlorobenzoyl)amino]-3-(2-oxo-1H-quinolin-4-yl)propionic acid